C(C)(=O)N1CC(C1)N1C(N([C@H](C1)C#N)C1=CN=CC2=CC=CC=C12)=O |r| racemic-1-(1-acetylazetidin-3-yl)-3-(isoquinolin-4-yl)-2-oxoimidazoline-4-carbonitrile